tertbutyl (4-(5-aminoisoxazol-3-yl)phenyl)carbamate NC1=CC(=NO1)C1=CC=C(C=C1)NC(OC(C)(C)C)=O